6-chloro-5-fluoropicolinic acid ClC1=C(C=CC(=N1)C(=O)O)F